C1(=CC(=CC=C1)NC(=O)C1=CSC=C1)C1=CC=CC=C1 N-([1,1'-Biphenyl]-3-yl)thiophene-3-carboxamide